Benzyl 4-(1,3-dioxoisoindolin-2-yl)piperidine-1-carboxylate O=C1N(C(C2=CC=CC=C12)=O)C1CCN(CC1)C(=O)OCC1=CC=CC=C1